methyl 3-((1H-1,2,3-triazol-1-yl)methyl)-2-fluorobenzoate N1(N=NC=C1)CC=1C(=C(C(=O)OC)C=CC1)F